C(#N)C1CN(C1)C1=C(CNCCC2(CCOC3(CCCC3)C2)C2=NC=CC=C2)C=CC=C1 N-(2-(3-cyanoazetidin-1-yl)benzyl)-2-(9-(pyridin-2-yl)-6-oxaspiro[4.5]dec-9-yl)ethylamine